1-(3-Fluoro-4-{2-[1-(2-methoxy-ethyl)-1H-pyrazol-4-ylamino]-thiazol-4-yl}-phenyl)-pyrrolidin-2-one FC=1C=C(C=CC1C=1N=C(SC1)NC=1C=NN(C1)CCOC)N1C(CCC1)=O